(2-{4-fluoro-5-[3-methyl-2,6-dioxo-4-(trifluoromethyl)-3,6-dihydropyrimidin-1(2H)-yl]-2-nitrophenoxy}phenoxy)acetic acid cyanomethyl ester C(#N)COC(COC1=C(C=CC=C1)OC1=C(C=C(C(=C1)N1C(N(C(=CC1=O)C(F)(F)F)C)=O)F)[N+](=O)[O-])=O